O=C1C[C@](OC2=CC(=CC=C12)C(F)(F)F)(C(=O)OC)C#CC1=CC=CC=C1 methyl (R)-4-oxo-2-(phenylethynyl)-7-(trifluoromethyl)chromane-2-carboxylate